2-(2-chlorobenzenesulfonyl)-6-[1-(2,2-difluoroethyl)-1H-pyrazolo[3,4-b]pyrazin-6-yl]-2,6-diazaspiro[3.4]octane ClC1=C(C=CC=C1)S(=O)(=O)N1CC2(C1)CN(CC2)C2=CN=C1C(=N2)N(N=C1)CC(F)F